7-(phenyl-d5)-1-(10-phenylanthracen-9-yl)dibenzo[b,d]furan C1(=C(C(=C(C(=C1[2H])[2H])[2H])[2H])[2H])C1=CC2=C(C3=C(O2)C=CC=C3C=3C2=CC=CC=C2C(=C2C=CC=CC32)C3=CC=CC=C3)C=C1